Rac-dimethylsilylene-bis[2-methyl-4-(4-tert-butylphenyl)-5-methoxy-6-tert-butyl-inden-1-yl]zirconium dichloride [Cl-].[Cl-].C[Si](=[Zr+2](C1C(=CC2=C(C(=C(C=C12)C(C)(C)C)OC)C1=CC=C(C=C1)C(C)(C)C)C)C1C(=CC2=C(C(=C(C=C12)C(C)(C)C)OC)C1=CC=C(C=C1)C(C)(C)C)C)C